ClC=1C=CC(=C(C1)C1=CC(=C(N=N1)N(CC1(C(OCC1)=O)C)C)NC1=CC(=NC=N1)NC(CCN1CC(NC(C1)C)C)=O)F N-(6-{[6-(5-chloro-2-fluorophenyl)-3-{methyl-[(3-methyl-2-oxooxolan-3-yl)methyl]amino}pyridazin-4-yl]amino}pyrimidin-4-yl)-3-(3,5-dimethylpiperazin-1-yl)propanamide